[Si](C1=CC=CC=C1)(C1=CC=CC=C1)(C(C)(C)C)OCC1=CC=C(C=C1)O 4-(((tert-butyldiphenylsilyl)oxy)methyl)phenol